C(C1=CC=CC=C1)SC1=CC(=C(C(=C1)F)C1=NC2=CC(=CC=C2C(=C1)C)O)F 2-[4-(benzylsulfanyl)-2,6-difluorophenyl]-4-methylquinolin-7-ol